C(C)C1=C(C2C(C(C1C2)C(=O)O)C(=O)O)CC diethyl-bicyclo[2.2.1]hept-5-ene-2,3-dicarboxylic acid